ClC1=C(C=C(CC2C(N(CC2)C2=CC(=NN2COCC[Si](C)(C)C)C2=CN=NC=C2)=O)C=C1F)F 3-(4-chloro-3,5-difluorobenzyl)-1-(3-(pyridazin-4-yl)-1-((2-(trimethylsilyl)ethoxy)methyl)-1H-pyrazol-5-yl)pyrrolidin-2-one